BrC=1C=C2C(=CNC2=CC1)CCC1N(CCC2=CC(=C(C=C12)OC1CCCC1)OC)C=O 1-(2-(5-bromo-1H-indol-3-yl)ethyl)-7-(cyclopentyl-oxy)-6-methoxy-3,4-dihydroisoquinoline-2(1H)-formaldehyde